3-(3,5-dimethylphenyl)-N-methylcyclobutan-1-amine CC=1C=C(C=C(C1)C)C1CC(C1)NC